tert-butyl (S)-(1-cyano-2-(2-fluoro-4-(2-methyl-3-oxoisoindolin-5-yl)phenyl)ethyl)carbamate C(#N)[C@H](CC1=C(C=C(C=C1)C=1C=C2C(N(CC2=CC1)C)=O)F)NC(OC(C)(C)C)=O